ClC1=NC=CC(=N1)N1C2CN(CC1CC2)C2=C(N=NC(=C2)C2=C(C=CC=C2)OCOC)N 4-[8-(2-chloropyrimidin-4-yl)-3,8-diazabicyclo[3.2.1]octan-3-yl]-6-[2-(methoxymethoxy)phenyl]pyridazin-3-amine